4-fluoro-5-((2-methyl-1,4-diazepan-1-yl)sulfonyl)isoquinolin-1-ol isopropyl-2-[1-[(4-methylphenyl)methyl]-5-oxopyrrolidin-2-yl]acetat C(C)(C)C(C(=O)OC1=NC=C(C2=C(C=CC=C12)S(=O)(=O)N1C(CNCCC1)C)F)C1N(C(CC1)=O)CC1=CC=C(C=C1)C